1-(2-naphthyloxy)naphthalene C1=C(C=CC2=CC=CC=C12)OC1=CC=CC2=CC=CC=C12